5-amino-1,3,4-oxadiazole NC1=NN=CO1